4-(3-((2-((2-((2-(dimethylamino)ethyl)(methyl)amino)oxazol-5-yl)amino)-5-(trifluoromethyl)pyrimidin-4-yl)amino)propyl)-1,4-oxazepan-5-one CN(CCN(C=1OC(=CN1)NC1=NC=C(C(=N1)NCCCN1CCOCCC1=O)C(F)(F)F)C)C